C(CCCC=C)S(=O)(=O)N HEX-5-ENE-1-SULFONAMIDE